(S)-6-(((1-(1-fluoro-2-methylpropan-2-yl)-1H-1,2,3-triazol-4-yl)(6-fluoro-2-methylpyridin-3-yl)methyl)amino)-4-(neopentylamino)quinoline-3,8-dicarbonitrile FCC(C)(C)N1N=NC(=C1)[C@H](C=1C(=NC(=CC1)F)C)NC=1C=C2C(=C(C=NC2=C(C1)C#N)C#N)NCC(C)(C)C